C(C)OC1=C(C(=O)O)C=C(C=C1)C(NC(C)C)=O 2-ethoxy-5-(isopropylcarbamoyl)benzoic acid